ClC=1C=CC2=C(N=C(S2)C2CC3(CC(C3)NC(=O)C3=CC(=NC=C3)C(=O)N)C2)C1 N4-[6-(5-chloro-1,3-benzothiazol-2-yl)spiro[3.3]heptan-2-yl]pyridine-2,4-dicarboxamide